(+/-)-((trans)-2-(2-((tert-butyldimethylsilyl) oxy) ethyl) cyclopropyl) carbamate C(N)(O[C@H]1[C@@H](C1)CCO[Si](C)(C)C(C)(C)C)=O |r|